C(#N)C(C(=O)OCCCC)=C butyl alpha-cyanoacrylate